O1CC(C1)N1CCN(CC1)C=1C=CC(=NC1)NC1=NC=C(C(=N1)N1OCCC1C1=CC=CC=C1)C(F)(F)F N-(5-(4-(oxetan-3-yl)piperazin-1-yl)pyridin-2-yl)-4-(3-phenylisoxazolidin-2-yl)-5-(trifluoromethyl)pyrimidin-2-amine